(S)-3-(4-(2-(4,4-difluorocyclohexyl)-2-(2-methyl-1,2,3,4-tetrahydropyrrolo[1,2-a]pyrazine-6-carboxamido)acetamido)phenyl)-2,4-dimethylpyridine 1-oxide FC1(CCC(CC1)[C@@H](C(=O)NC1=CC=C(C=C1)C=1C(=[N+](C=CC1C)[O-])C)NC(=O)C1=CC=C2N1CCN(C2)C)F